FC1(C[C@H](CN(C1)C(=O)OC1=CC=C(C=C1)C#N)N1C(CCCC1=O)C)F 4-cyanophenyl (3'R)-5',5'-difluoro-2-methyl-6-oxo[1,3'-bipiperidine]-1'-carboxylate